Dilauryl thiodipropionate (dilauryl thiodipropionate) C(CCCCCCCCCCC)C(C(=O)O)(CSCCC(=O)O)CCCCCCCCCCCC.S(CCC(=O)OCCCCCCCCCCCC)CCC(=O)OCCCCCCCCCCCC